C(C1=CC=CC=C1)N1CCC(CC1)C(=O)NCC1=C(C=C(C=C1)S(=O)(=O)C)OC(F)(F)F 1-benzyl-N-(4-(methylsulfonyl)-2-(trifluoromethoxy)benzyl)piperidine-4-carboxamide